ClC=1C=C(C=CC1F)NC1=NC=NC2=CC(=C(C=C12)NC(C=CCN1C[C@@H](OC(C1)=O)COC)=O)OCC1CC1 4-[(3-chloro-4-fluorophenyl)amino]-6-{[4-((R)-2-methoxymethyl-6-oxo-morpholin-4-yl)-1-oxo-2-buten-1-yl]amino}-7-cyclopropylmethoxy-quinazoline